C(C)(C)(C)OC(=O)N1C2CN(CC1C2)C=2OC1=C(N2)C(=CC=C1C=1SC=CN1)OC1=NC=CC=N1.CN(CCCNC(CCCCCCCC=CCCCCCCCC)=O)C N-[3-(dimethylamino)propyl]octadec-9-enamide tert-Butyl-3-(4-(pyrimidin-2-yloxy)-7-(thiazol-2-yl)benzo[d]oxazol-2-yl)-3,6-diazabicyclo[3.1.1]heptane-6-carboxylate